N'-(thiophen-2-ylmethylene)furan-2-carbohydrazide S1C(=CC=C1)C=NNC(=O)C=1OC=CC1